FC1=C(C(=O)Cl)C=CC(=C1)F 2,4-Difluorobenzoyl chloride